OCCC1(CC1)CCOC1=C(C=CC(=C1)C)S(=O)(=O)N1[C@@H](CCC1)C(=O)OC(C)(C)C tert-Butyl ((2-(2-(1-(2-hydroxyethyl)cyclopropyl)ethoxy)-4-methylphenyl)sulfonyl)-L-prolinate